C(C)OC=1C(=CC2=CN(N=C2C1)C)C(=O)NC=1N=CC(=NC1)N1C[C@@H](N(CC1)C(=O)OC(C)(C)C)C tert-butyl (S)-4-(5-(6-ethoxy-2-methyl-2H-indazole-5-carboxamido)pyrazin-2-yl)-2-methylpiperazine-1-carboxylate